BrC=1OC(=CN1)C(=O)OCC ethyl 2-bromooxazole-5-carboxylate